7-fluorooxathiepane 2,2-dioxide FC1CCCCS(O1)(=O)=O